silane compound with n-hexane CCCCCC.[SiH4]